N-(5-cyclopropyl-1H-pyrazol-3-yl)-2-(6-(4-methylpiperazin-1-yl)pyridin-3-yl)quinazolin-4-amine C1(CC1)C1=CC(=NN1)NC1=NC(=NC2=CC=CC=C12)C=1C=NC(=CC1)N1CCN(CC1)C